(R)-2-(azetidin-1-ylmethyl)-N-(2-(3-fluorophenyl)propan-2-yl)butanamide N1(CCC1)C[C@H](C(=O)NC(C)(C)C1=CC(=CC=C1)F)CC